4-({3-[4-({1-[(2R)-3-hydroxy-2-methoxypropyl]piperidin-4-yl}amino)-1-(2,2,2-trifluoroethyl)-1H-indol-2-yl]prop-2-yn-1-yl}amino)-3-methoxybenzene-1-sulfonamide OC[C@@H](CN1CCC(CC1)NC1=C2C=C(N(C2=CC=C1)CC(F)(F)F)C#CCNC1=C(C=C(C=C1)S(=O)(=O)N)OC)OC